(R)-N-((R)-1-(2-(2-cyanophenyl)-3,6-dimethyl-4-oxo-3,4-dihydroquinazolin-8-yl)ethyl)-2-methylpropane-2-sulfinamide C(#N)C1=C(C=CC=C1)C1=NC2=C(C=C(C=C2C(N1C)=O)C)[C@@H](C)N[S@](=O)C(C)(C)C